4-((4-Bromo-6,7-difluoro-1-(triisopropylsilyl)-1H-indol-5-yl)(hydroxy)methyl)picolinonitrile BrC1=C2C=CN(C2=C(C(=C1C(C1=CC(=NC=C1)C#N)O)F)F)[Si](C(C)C)(C(C)C)C(C)C